benzyl 4-[[(2S,6R)-2,6-dimethylpiperazin-1-yl]methyl]piperidine-1-carboxylate C[C@@H]1N([C@@H](CNC1)C)CC1CCN(CC1)C(=O)OCC1=CC=CC=C1